C(C)N1[C@H](C(=CCC1)C1=CC=2C(=NC=CC2NC=2C(=CC3=C(N=CS3)C2F)F)S1)C (S)-N-(2-(1-ethyl-2-methyl-1,2,5,6-tetrahydropyridin-3-yl)thieno[2,3-b]pyridin-4-yl)-4,6-difluorobenzo[d]thiazol-5-amine